(R)-3-(CHLORO-5-FLUORO-2-((4-(1H-PYRAZOL-1-YL)-2-METHYLQUINOLIN-8-YLOXY)METHYL)PHENYL)MORPHOLIN ClC=1C(=C(C=C(C1)F)[C@H]1NCCOC1)COC=1C=CC=C2C(=CC(=NC12)C)N1N=CC=C1